trans-4-((4-(2-Cyclopropyloxazol-4-yl)-pyridine-2-yl)((trans-4-(5-methoxy-6-methylpyridin-2-yl)-cyclohexyl)methyl)-carbamoyl)cyclohexyl 3-methoxyazetidine-1-carboxylate COC1CN(C1)C(=O)O[C@@H]1CC[C@H](CC1)C(N(C[C@@H]1CC[C@H](CC1)C1=NC(=C(C=C1)OC)C)C1=NC=CC(=C1)C=1N=C(OC1)C1CC1)=O